2,3-dimethylbutane-1-ol CC(CO)C(C)C